C(C)OC1=C(C=C2CCN([C@H](C2=C1)CN1CCN(CC1)C1=CNC2=CC=C(C=C12)OC)C=O)OC (R)-7-ethoxy-6-methoxy-1-((4-(5-methoxy-1H-indol-3-yl)piperazin-1-yl)methyl)-3,4-dihydroisoquinoline-2(1H)-formaldehyde